[Li+].BrC=1C=CC(=NC1)[C@H](C(=O)[O-])CCO[Si](C)(C)C(C)(C)C |r| (±)-2-(5-Bromopyridin-2-yl)-4-((tert-butyldimethylsilyl)oxy)butanoic acid lithium salt